C1=C(C=CC2=CC=CC=C12)CC1OC1 2-(naphthalen-2-ylmethyl)oxirane